C1(CC1)C(=O)C=1N=C2N(N1)[C@@H](C[C@H]2O)C2=CC=CC=C2 cyclopropyl-[(trans)-7-hydroxy-5-phenyl-6,7-dihydro-5H-pyrrolo[1,2-b][1,2,4]triazol-2-yl]methanone